ClC=1C(=CC(=NC1)N)C(F)(F)F 5-chloro-4-(trifluoromethyl)pyridin-2-amine